ClC1=CC=C(C=C1)C(C(=O)C1=CC=CC=C1)CC(C(C(C(F)(F)F)(F)F)(F)F)(F)F 2-(4-chlorophenyl)-4,4,5,5,6,6,7,7,7-nonafluoro-1-phenylheptane-1-one